tert-Butyl 4-[(1,3-dioxo-1,3-dihydro-2H-isoindol-2-yl)oxy]piperidine-1-carboxylate O=C1N(C(C2=CC=CC=C12)=O)OC1CCN(CC1)C(=O)OC(C)(C)C